(S)-4-(((R)-2-methoxypropyl)(4-(5,6,7,8-tetrahydro-1,8-naphthyridin-2-yl)butyl)amino)-2-((1-methyl-1H-pyrazolo[3,4-d]pyrimidin-4-yl)amino)butanoic acid CO[C@@H](CN(CC[C@@H](C(=O)O)NC1=C2C(=NC=N1)N(N=C2)C)CCCCC2=NC=1NCCCC1C=C2)C